2-nitro-5-(1H-pyrazol-3-yl)phenyl sulfurofluoridate S(OC1=C(C=CC(=C1)C1=NNC=C1)[N+](=O)[O-])(=O)(=O)F